2-[1-hydroxy-2-(4-methyl-1-piperazinyl)ethyl]-N-[(1S)-1-[3-(4-morpholinyl)phenyl]ethyl]-4-(trifluoromethyl)-5-thiazolecarboxamide OC(CN1CCN(CC1)C)C=1SC(=C(N1)C(F)(F)F)C(=O)N[C@@H](C)C1=CC(=CC=C1)N1CCOCC1